hexane-1,6-dicarboxylic acid C(CCCCCC(=O)O)C(=O)O